2,2-dihydroxy-1-(4-ethenylphenyl)ethan-1-one OC(C(=O)C1=CC=C(C=C1)C=C)O